2-(1-methyl-1H-pyrazol-4-yl)ethylamine CN1N=CC(=C1)CCN